C1(CC1)OC1=CC=C(C=C1)C1=NN2C(=NC=3C=CC=CC3C2=N1)N[C@H]1C(NCCNC1)=O (6R)-6-({2-[4-(cyclopropyloxy)phenyl][1,2,4]triazolo[1,5-c]quinazolin-5-yl}amino)-1,4-diazepan-5-one